4-(amino)piperidine-4-carboxylic acid NC1(CCNCC1)C(=O)O